tert-Butyl 5'-(6-(methyl(1-methyl-1H-pyrazol-4-yl)amino)-1H-indol-3-yl)spiro[cyclopropane-1,3'-pyrrolo[2,3-b]pyridine]-1'(2'H)-carboxylate CN(C1=CC=C2C(=CNC2=C1)C=1C=C2C(=NC1)N(CC21CC1)C(=O)OC(C)(C)C)C=1C=NN(C1)C